7-(2,3-dichloro-6-methoxyphenyl)-2-ethyl-5,6,7,8-tetrahydro-[1,2,4]triazolo[4,3-a]pyridin-3(2H)-one ClC1=C(C(=CC=C1Cl)OC)C1CC=2N(CC1)C(N(N2)CC)=O